FC1(C[C@H](CCC1)N(C1=CC=CC=C1)C(CC1(CCN(CC1)C(N(C)C1=CC=C(C=C1)F)=O)C(=O)O)=O)F 4-[2-(N-[(1S)-3,3-difluorocyclohexyl]anilino)-2-oxo-ethyl]-1-[(4-fluorophenyl)-methyl-carbamoyl]piperidine-4-carboxylic acid